COC=1C(=CC2=CN(N=C2C1)C)NC(=O)N1CCC=2C1=NC=CC2N2CCN(CC2)C(=O)OC(C)(C)C tert-butyl 4-(1-((6-methoxy-2-methyl-2H-indazol-5-yl)carbamoyl)-2,3-dihydro-1H-pyrrolo[2,3-b]pyridin-4-yl)piperazine-1-carboxylate